dimethyl-1,4,7-triazepan CN1CCNCCN1C